2-[[1-(2-methoxyethyl)-4-methyl-pyrazol-3-yl]amino]-N-(5-methyl-1-tetrahydropyran-2-yl-indazol-4-yl)thiazole-5-carboxamide COCCN1N=C(C(=C1)C)NC=1SC(=CN1)C(=O)NC1=C2C=NN(C2=CC=C1C)C1OCCCC1